bicyclo[3.3.2]decanyl methacrylate C(C(=C)C)(=O)OC12CCCC(CCC1)CC2